(4-(2-((2-hydroxyethyl)amino)ethyl)piperazin-1-yl)methanone OCCNCCN1CCN(CC1)C=O